1-(4-((2-amino-4-(3,5-dimethylisoxazol-4-yl)phenyl)amino)piperidin-1-yl)ethanone NC1=C(C=CC(=C1)C=1C(=NOC1C)C)NC1CCN(CC1)C(C)=O